(S)-(+)-2,2-DIMETHYLCYCLOPROPANECARBOXYLIC ACID CC1(C[C@@H]1C(=O)O)C